1-(3-chloro-1-(tetrahydro-2H-pyran-2-yl)-1H-pyrazol-4-yl)ethanone ClC1=NN(C=C1C(C)=O)C1OCCCC1